N-BENZOYL-D-ALANINE C[C@H](C(=O)O)NC(=O)C1=CC=CC=C1